(E)-3-(1-(4-(dimethylamino)benzamido)-2,3-dihydro-1H-inden-5-yl)acrylic acid CN(C1=CC=C(C(=O)NC2CCC3=CC(=CC=C23)/C=C/C(=O)O)C=C1)C